din-butyl adipate C(CCCCC(=O)OCCCC)(=O)OCCCC